tert-butyl 4-[2-[3-amino-6-(2-benzyloxy-3-fluoro-phenyl)pyridazin-4-yl]-4-pyridyl]-3,3-difluoro-2,6-dihydropyridine-1-carboxylate NC=1N=NC(=CC1C1=NC=CC(=C1)C=1C(CN(CC1)C(=O)OC(C)(C)C)(F)F)C1=C(C(=CC=C1)F)OCC1=CC=CC=C1